C(COP(=O)(O)OCCC(C(C(C(C(C(F)(F)F)(F)F)(F)F)(F)F)(F)F)(F)F)C(C(C(C(C(C(F)(F)F)(F)F)(F)F)(F)F)(F)F)(F)F The molecule is a dialkyl phosphate in which the alkyl group specified is perfluorooctyl. It has a role as a xenobiotic and an environmental contaminant. It is a dialkyl phosphate and an organofluorine compound.